4-((4-(4-((1-(2-(2,6-dioxopiperidin-3-yl)-1,3-dioxoisoindolin-5-yl)pyrrolidine-3-yl)methyl)piperazin-1-yl)-3-fluorophenyl)amino)-2-(piperidin-1-yl)pyrimidine-5-carboxamide O=C1NC(CCC1N1C(C2=CC=C(C=C2C1=O)N1CC(CC1)CN1CCN(CC1)C1=C(C=C(C=C1)NC1=NC(=NC=C1C(=O)N)N1CCCCC1)F)=O)=O